COC(=O)C1=NC=C(C=C1F)OC1CN(C1)C(=O)OC(C)(C)C.C(CCCCCCCCCCCC)[Si](OC)(OC)OC tridecyltrimethoxysilane Methyl-5-{[1-(tert-butoxycarbonyl)azetidin-3-yl]oxy}-3-fluoropyridine-2-carboxylate